[(E,1S)-6-(dimethylamino)-1-[[2-[[7-(2,2-dimethylpropyl)-5-fluoro-1H-benzimidazol-2-yl]methyl]-3-oxo-pyridazin-4-yl]carbamoyl]-6-oxo-hex-4-enyl] N,N-dimethylcarbamate TFA salt OC(=O)C(F)(F)F.CN(C(O[C@@H](CC\C=C\C(=O)N(C)C)C(NC=1C(N(N=CC1)CC1=NC2=C(N1)C(=CC(=C2)F)CC(C)(C)C)=O)=O)=O)C